5-Fluoro-3-methyl-2-phenylbenzofuran FC=1C=CC2=C(C(=C(O2)C2=CC=CC=C2)C)C1